5-decylpentadecyl 5-oxododecanoate O=C(CCCC(=O)OCCCCC(CCCCCCCCCC)CCCCCCCCCC)CCCCCCC